2-(3-chlorophenyl)-2-isothiocyanatopropyl 2,2-dimethylpropanoate CC(C(=O)OCC(C)(N=C=S)C1=CC(=CC=C1)Cl)(C)C